4-((2,5-dimethyl-4,5-dihydropyrido[3,2-e][1,2,4]triazolo[1,5-a]pyrazin-6-yl)amino)-N-(methyl-d3)pyridazine-3-carboxamide CC1=NN2C(CN(C3=C2N=CC=C3NC3=C(N=NC=C3)C(=O)NC([2H])([2H])[2H])C)=N1